C(C)(=O)O[C@H]1[C@@H](O[C@@H]([C@H]([C@@H]1OC(C)=O)OC(C)=O)C(=O)OC)OC1=C(C=C(C=C1)C(CNC(=O)OC(C)(C)C)O)[N+](=O)[O-] (2S,3R,4S,5S,6S)-2-(4-(2-((tert-butoxycarbonyl)amino)-1-hydroxyethyl)-2-nitrophenoxy)-6-(methoxycarbonyl)tetrahydro-2H-pyran-3,4,5-triyl triacetate